C(#C)C1=CC=CC(=N1)N1C[C@@H](CCC1)NC1=NC=NC(=C1)N1CCOCC1 (R)-N-(1-(6-Ethynylpyridin-2-yl)piperidin-3-yl)-6-morpholinopyrimidin-4-amine